N[C@H](C(=O)N1[C@@H]([C@H]2C([C@H]2C1)(C)C)C(=O)OCC1=CC=CC=C1)C(C)(C)C benzyl (1R,2S,5S)-3-[(2S)-2-amino-3,3-dimethyl-butanoyl]-6,6-dimethyl-3-azabicyclo[3.1.0]hexane-2-carboxylate